benzyl (S,E)-(1-(2-(3-amino-3-oxopropyl)-2-(4-(dimethylamino)but-2-enoyl)hydrazineyl)-4-methyl-1-oxopentan-2-yl)carbamate NC(CCN(NC([C@H](CC(C)C)NC(OCC1=CC=CC=C1)=O)=O)C(\C=C\CN(C)C)=O)=O